N-[(5-Chloro-2-pyridyl)amino]-2-methylsulfonyl-acetamidine ClC=1C=CC(=NC1)NNC(CS(=O)(=O)C)=N